N(=[N+]=[N-])CCCCCCSC1=C2CN(C(C2=CC=C1)=O)C1C(NC(CC1)=O)=O 3-(4-((6-azidohexyl)thio)-1-oxoisoindolin-2-yl)piperidine-2,6-dione